FC1=CC2=C(N(C=N2)CCC[C@H]2NCCC[C@@H]2O)C=C1C (2R,3S)-2-(3-(5-fluoro-6-methyl-1H-benzo[d]imidazol-1-yl)propyl)piperidin-3-ol